N-(4-(N-(2-methylbenzyl)sulfamoyl)phenyl)-2-(pyridin-4-yl)cyclopropane-1-carboxamide CC1=C(CNS(=O)(=O)C2=CC=C(C=C2)NC(=O)C2C(C2)C2=CC=NC=C2)C=CC=C1